5-METHYLPYRIMIDINE-2,4(1H,3H)-dione CC=1C(NC(NC1)=O)=O